N-(4-methoxybenzyl)-4-oxo-4-(4-(4-(trifluoromethyl)phenyl)piperazin-1-yl)-N-(3,4,5-trimethoxyphenyl)butanamide COC1=CC=C(CN(C(CCC(N2CCN(CC2)C2=CC=C(C=C2)C(F)(F)F)=O)=O)C2=CC(=C(C(=C2)OC)OC)OC)C=C1